2-(4-((3-(2,6-Difluorophenyl)-8-oxo-7,8-dihydroimidazo[1,5-a]pyrazin-1-yl)amino)benzeneyl)-2-methylpropionic acid FC1=C(C(=CC=C1)F)C1=NC(=C2N1C=CNC2=O)NC2=CC=C(C=C2)C(C(=O)O)(C)C